FC=1C=CC2=C(CCO2)C1CNC1=NC=C(C=2N1C=NN2)C=2C(=NC=CC2)C N-[(5-fluoro-2,3-dihydro-1-benzofuran-4-yl)methyl]-8-(2-methylpyridin-3-yl)-[1,2,4]triazolo[4,3-c]pyrimidin-5-amine